S1C=CC2=C1C=C(C=C2)C2=NN1C(CN([C@@H](C1)C)C(C(=C)F)=O)=C2C2=CC=NC=C2 |r| 1-[(RS)-2-(1-benzothiophen-6-yl)-6-methyl-3-(pyridin-4-yl)-6,7-dihydropyrazolo[1,5-a]pyrazin-5(4H)-yl]-2-fluoroprop-2-en-1-one